C(CC)[N+]1=CC=C(C=C1)COC1=C(C=C(C=C1)Cl)C1=NC2=CC=C(C=C2C(N1)=O)Cl 1-propyl-4-((4-chloro-2-(6-chloro-4-oxo-3,4-dihydroquinazolin-2-yl)phenoxy)methyl)pyridin-1-ium